5-bromo-7-methyl-N-(4-methyl-1,1-dioxidotetrahydro-2H-thiopyran-4-yl)pyrazolo[1,5-a]pyridine-2-carboxamide BrC1=CC=2N(C(=C1)C)N=C(C2)C(=O)NC2(CCS(CC2)(=O)=O)C